dirhodium(II) dihydrate O.O.[Rh+2].[Rh+2]